COC1OC2=C(S1)C=CC=C2 methoxybenzo[d][1,3]oxathiol